CC1(OC=2C=C(C=C(C2[C@@H]2[C@@H]1CC[C@@H](C2)O)O)C(C)(CCCCCC)C)C (6aS,9S,10aS)-6,6-dimethyl-3-(2-methyloctan-2-yl)-6a,7,8,9,10,10a-hexahydro-6H-benzo[c]chromene-1,9-diol